3-Chlorobenzyl ((S)-1-(((S)-5-((3-chlorophenethyl)(methyl)amino)-1-hydroxy-5-oxopentan-2-yl)amino)-3-cyclohexyl-1-oxopropan-2-yl)carbamate ClC=1C=C(CCN(C(CC[C@@H](CO)NC([C@H](CC2CCCCC2)NC(OCC2=CC(=CC=C2)Cl)=O)=O)=O)C)C=CC1